FC(C1=NN(C=C1NC(=O)C=1C=NN2C1N=C(C=C2)N2[C@H]1CO[C@@H](C2)C1)C1CCC(CC1)C(=O)OCC)F 1-Ethyl 4-[3-(difluoromethyl)-4-[[5-[(1R,4R)-2-oxa-5-azabicyclo[2.2.1]heptan-5-yl] pyrazolo[1,5-a]pyrimidine-3-carbonyl]amino]pyrazol-1-yl]cyclohexanecarboxylate